3-methyl-N-[[(1R,3S)-3-[[5-(6-oxopyridazin-1-yl)-2-pyridyl]amino]cyclopentyl]methyl]isoxazole-5-carboxamide CC1=NOC(=C1)C(=O)NC[C@H]1C[C@H](CC1)NC1=NC=C(C=C1)N1N=CC=CC1=O